(R)-3-((4-isopropyl-3-(2-methoxy-4-((trimethylsilyl)ethynyl)phenyl)-5-oxo-4,5-dihydro-1,2,4-triazin-6-yl)amino)piperidine-1-carboxylic acid tert-butyl ester C(C)(C)(C)OC(=O)N1C[C@@H](CCC1)NC=1C(N(C(=NN1)C1=C(C=C(C=C1)C#C[Si](C)(C)C)OC)C(C)C)=O